2-(2-Methoxyacetamido)-4H,5H,6H-cyclopenta[b]thiophene-3,5-dicarboxylic acid 3,5-dimethyl ester COC(=O)C=1C2=C(SC1NC(COC)=O)CC(C2)C(=O)OC